3-(5-((3-(4-((4'-fluoro-3,4,5,6-tetrahydro-[1,1'-biphenyl]-2-yl)methyl)piperazine-1-yl)propyl)thio)-2-methyl-4-oxoquinazolin-3(4H)-yl)piperidine-2,6-dione FC1=CC=C(C=C1)C1=C(CCCC1)CN1CCN(CC1)CCCSC1=C2C(N(C(=NC2=CC=C1)C)C1C(NC(CC1)=O)=O)=O